NC1=C(C(=NC(=C1F)C1=C(C(=C(C=C1)Cl)OC)F)C(=O)OC)Cl methyl 4-amino-3-chloro-6-(4-chloro-2-fluoro-3-methoxyphenyl)-5-fluoropicolinate